5-[(5'S,7a'R)-1-(3-fluoropyrazolo[1,5-a]pyrimidin-7-yl)-3'-oxotetrahydro-3'H-spiro[piperidine-4,2'-pyrrolo[2,1-b][1,3]thiazol]-5'-yl]pyridine-3-carbonitrile FC=1C=NN2C1N=CC=C2N2CCC1(C(N3[C@H](S1)CC[C@H]3C=3C=C(C=NC3)C#N)=O)CC2